E-5-bromo-3-((1-methoxycyclopropyl)methyl)-2-methylpyridine BrC=1C=C(C(=NC1)C)CC1(CC1)OC